C(CCCC)C(=O)C methyl (n-amyl) ketone